6-(4-{1-[(tert-butyldimethylsilyl)oxy]cyclopropyl}pyrazol-1-yl)-N-(1-methylindazol-7-yl)-N-{[2-(trimethylsilyl)ethoxy]methyl}pyridine-3-sulfonamide [Si](C)(C)(C(C)(C)C)OC1(CC1)C=1C=NN(C1)C1=CC=C(C=N1)S(=O)(=O)N(COCC[Si](C)(C)C)C=1C=CC=C2C=NN(C12)C